Cl.O1[C@H]2[C@H](NC(C1)=O)CNCC2 |r| rac-trans-hexahydro-2H-pyrido[4,3-b][1,4]oxazin-3(4H)-one hydrochloride